C(C=C)OC(C(C)(C)OC(C1=C(C=C(C(=C1)N1C(N(C(=CC1=O)C(F)F)N)=O)F)Br)=O)=O 1-(Allyloxy)-2-methyl-1-oxopropan-2-yl-5-[3-amino-4-(difluoromethyl)-2,6-dioxo-3,6-dihydropyrimidin-1(2H)-yl]-2-bromo-4-fluorobenzoat